ClC1=C(C=CC(=C1)C1=CC2=CC=CC=C2C=C1)C1=CC2=CC=CC=C2C=C1 1-chloro-2,5-di(naphthalene-2-yl)benzene